(rac)-benzyl trans-3-azido-1-(N-((tert-butoxycarbonyl)glycyl)sulfamoyl)-4-(3-(4,4,5,5-tetramethyl-1,3,2-dioxaborolan-2-yl)propyl)pyrrolidine-3-carboxylate N(=[N+]=[N-])[C@@]1(CN(C[C@H]1CCCB1OC(C(O1)(C)C)(C)C)S(NC(CNC(=O)OC(C)(C)C)=O)(=O)=O)C(=O)OCC1=CC=CC=C1 |r|